1,2-dihydro-1,3-diethyl-4,6-dimethyl-2-oxo-pyrimidinium C(C)[NH+]1C(N(C(C=C1C)C)CC)=O